C(C)(C)(C)OC(=O)N1CC(CCC1)COC1=C(C=CC=C1)C 3-((o-tolyloxy)methyl)piperidine-1-carboxylic acid tert-butyl ester